CC1CN(CC(N1CC(F)(F)F)C)C1=C(C=C(C=N1)NC1CC2(C1)CC(C2)N)F N2-(6-(3,5-dimethyl-4-(2,2,2-trifluoroethyl)piperazin-1-yl)-5-fluoropyridin-3-yl)spiro[3.3]heptane-2,6-diamine